C1(CC1)CCOC=1C=C2CC(N3C(C2=CC1C=1SC=CN1)=CC(C(=C3)C3=NC=NN3)=O)C(C)C 9-(2-Cyclopropylethoxy)-6-isopropyl-10-(thiazol-2-yl)-3-(1H-1,2,4-triazol-5-yl)-6,7-dihydro-2H-pyrido[2,1-a]Isoquinolin-2-one